N1C(=CC=C1)C(=O)NC=1[Se]C(=CN1)C(=O)NC1=CC=C(C=C1)C(C)(C)C 2-(2-pyrrolecarboxamido)-N-(4-tert-butylphenyl)-1,3-selenazol-5-carboxamide